ethyl 3-((ethoxy carbonyl)amino)-3-oxopropanoate C(C)OC(=O)NC(CC(=O)OCC)=O